C(#N)C[C@H]1N(C[C@H](C1(F)F)N(CC1=CC=C(C=C1)OC)S(=O)(=O)C)C(=O)OC(C)(C)C tert-butyl (2R,4R)-2-(cyanomethyl)-3,3-difluoro-4-{(methanesulfonyl)[(4-methoxyphenyl)methyl]amino}pyrrolidine-1-carboxylate